methoxyethyl-adenosine COCC[C@@]1([C@H](O)[C@H](O)[C@@H](CO)O1)N1C=NC=2C(N)=NC=NC12